CC1(CN(C2=CC=CC=C12)CCOCCOCCOCCOC)C (E)-3,3-dimethyl-1-(2,5,8,11-tetraoxatridecan-13-yl)indolin